ethyl 2-[(6R)-6-fluoro-6,7-dihydro-5H-pyrrolo[1,2-c]imidazol-1-yl]-2-hydroxyimino-acetate F[C@@H]1CC=2N(C=NC2C(C(=O)OCC)=NO)C1